COC([C@H](CCC(CBr)(OC)OC)NC(=O)OC(C)(C)C)=O (S)-6-bromo-2-((tert-butoxycarbonyl)amino)-5,5-dimethoxyhexanoic acid methyl ester